3-(3-fluoro-4-(4-cyclopropylmethylpiperazin-1-yl)phenyl)-1H-1,2,4-triazole-3,5-diamine FC=1C=C(C=CC1N1CCN(CC1)CC1CC1)C1(NNC(=N1)N)N